C(C)OC(CCCCCCCCCCC\C=C\C=CCC)(O)OCC trans-1,1-diethoxy-13,15-octadecadienol